C(C=C)N(NC1=C(C(=O)OC)C=CC(=N1)Cl)C(=O)OC(C)(C)C methyl 2-(2-allyl-2-(tert-butoxycarbonyl) hydrazineyl)-6-chloronicotinate